N,N-Diethylnicotinamide CCN(CC)C(=O)C1=CN=CC=C1